NC1=C(C(=NN1C1CC(C1)(F)F)C1=C2C=CNC2=C(C=C1)CNC(C1=C(C=CC(=C1)F)OC)=O)C(=O)N 5-Amino-1-(3,3-difluorocyclobutyl)-3-(7-((5-fluoro-2-methoxybenzamido)methyl)-1H-indol-4-yl)-1H-pyrazole-4-carboxamide